[4-(1H-pyrazol-5-yl)phenyl]methanamine N1N=CC=C1C1=CC=C(C=C1)CN